1,4-diazepine monohydrochloride hemihydrate O.Cl.N1C=CN=CC=C1.N1C=CN=CC=C1.Cl